FC=1C=C(C=CC1N1C(CCC1)=O)C=1C=CC(=NC1)NC1=CC2=C(OC[C@H]3N2C(C(C3)(C)C)=O)N=C1 (S)-2-((5-(3-fluoro-4-(2-oxopyrrolidin-1-yl)phenyl)pyridin-2-yl)amino)-8,8-dimethyl-6,6a,7,8-tetrahydro-9H-pyrido[2,3-b]pyrrolo[1,2-d][1,4]oxazin-9-one